N-[4-(3-cyanophenyl)-5-(4-methyl-quinazolin-6-yl)thiazol-2-yl]-4-morpholino-piperidine-1-carboxamide C(#N)C=1C=C(C=CC1)C=1N=C(SC1C=1C=C2C(=NC=NC2=CC1)C)NC(=O)N1CCC(CC1)N1CCOCC1